1,3-dichloro-5-[2,2-dichloro-3-(diethoxymethyl)cyclopropyl]benzenebenzoic acid ammonium [NH4+].ClC1(CC(=CC(=C1)C1C(C1C(OCC)OCC)(Cl)Cl)Cl)C1=CC=CC=C1C(=O)O